FC=1C=NC=CC1C1=NC(=NO1)C=1C=C2C=CN(C2=CC1)C(C)C 5-(3-fluoropyridin-4-yl)-3-(1-isopropyl-1H-indol-5-yl)-1,2,4-oxadiazole